N,N-dimethyl-2-(5-methyl-1H-pyrrolo[2,3-b]pyridin-3-yl)ethan-1-amine CN(CCC1=CNC2=NC=C(C=C21)C)C